N-(2-chloro-5-(1,3-dioxo-1,3,4,5,6,7-hexahydro-2H-isoindol-2-yl)-4-fluorophenyl)cyclobutanecarboxamide PALLADIUM-PLATINUM [Pt].[Pd].ClC1=C(C=C(C(=C1)F)N1C(C=2CCCCC2C1=O)=O)NC(=O)C1CCC1